CC(=O)CC(=O)CC(=O)O triAcetic acid